Decane-1,3-dione hydrochloride Cl.C(CC(CCCCCCC)=O)=O